5-chloro-2-(2-fluoro-4-pyridinyl)-4-[2-(morpholinomethyl)pyrrolidin-1-yl]-1H-pyrimidin-6-one ClC1=C(N=C(NC1=O)C1=CC(=NC=C1)F)N1C(CCC1)CN1CCOCC1